4-(4-(benzofuran-6-yl)furan-2-yl)-4-oxobutyric acid O1C=CC2=C1C=C(C=C2)C=2C=C(OC2)C(CCC(=O)O)=O